ClC=1C=C(C=CC1)N(S(=O)(=O)N1CCS(CC1)(=O)=O)CC=1SC(=CN1)C=1OC(=NN1)C(F)F N-(3-chlorophenyl)-N-((5-(5-(difluoromethyl)-1,3,4-oxadiazol-2-yl)thiazol-2-yl)methyl)thiomorpholine-4-sulfonamide 1,1-dioxide